FC1=C(CN2C(OCC=3C=NC=4N=C(C=CC4C32)OC)=O)C(=CC(=C1)SC)F (2,6-difluoro-4-(methylthio)benzyl)-8-methoxy-1,4-dihydro-2H-[1,3]Oxazino[5,4-c][1,8]Naphthyridine-2-one